ClC1=CNC2=NC=C(C=C21)C=2C=C1N(N2)CCC12CCN(CC2)C(=O)N(C)C 2'-(3-chloro-1H-pyrrolo[2,3-b]pyridin-5-yl)-N,N-dimethyl-5',6'-dihydrospiro[piperidine-4,4'-pyrrolo[1,2-b]pyrazole]-1-carboxamide